CN1C=2N(C3=CC=CC=C3C1=O)C(N(N2)CN(CCC)C)=S 4-Methyl-2-((methyl(propyl)amino)methyl)-1-thioxo-2,4-dihydro-[1,2,4]triazolo[4,3-a]quinazolin-5(1H)-one